bis(tert-butyl-4-butyl-phenyl)pentaerythritol C(C)(C)(C)C1=C(C=CC(=C1)CCCC)C(O)(C(CO)(CO)CO)C1=C(C=C(C=C1)CCCC)C(C)(C)C